N[C@@H](CC1=C(C2=NC(=CC(=C2S1)NCC=1OC=CC1)Cl)C)CF 2-[(2S)-2-amino-3-fluoropropyl]-5-chloro-N-[(furan-2-yl)methyl]-3-methylthieno[3,2-b]pyridin-7-amine